FC1(CCN(CC1)C(=O)C1=CC=C(C=C1)CNC1=NC=NC2=C1SC=1N=NC(=C(C12)C)C)F (4,4-difluoro-1-piperidinyl)-[4-[[(3,4-dimethylpyrimidino[4',5':4,5]thieno[2,3-c]pyridazin-8-yl)amino]methyl]phenyl]methanone